4-oxo-4H-quinoline-1-acetylhydrazone C(C)(=O)NN=C1CC=NC2=CC=CC=C12